NC=1C(=NN(C1)CCCCNS(=O)(=O)C1=CC=C(NC2=NC=C(C(=N2)NC2=C(C(=O)N)C(=CC=C2)F)Br)C=C1)OC 2-[[2-[4-[4-(4-amino-3-methoxy-pyrazol-1-yl)butyl-sulfamoyl]anilino]-5-bromo-pyrimidin-4-yl]amino]-6-fluoro-benzamide